sodium 3-o-methoxyphenyl-2-butenoate COC1=C(C=CC=C1)C(=CC(=O)[O-])C.[Na+]